6-(ethylsulfonyl)-7-(methoxy)-N-(1-phenylcyclopropyl)-3-{[4-(1-pyrrolidinyl)-1-piperidinyl]methyl}-2-[3-(trifluoromethyl)phenyl]-4-quinolinecarboxamide C(C)S(=O)(=O)C=1C=C2C(=C(C(=NC2=CC1OC)C1=CC(=CC=C1)C(F)(F)F)CN1CCC(CC1)N1CCCC1)C(=O)NC1(CC1)C1=CC=CC=C1